FC1=CC(=CN1C)C(=O)O 5-fluoro-1-methyl-1H-pyrrole-3-carboxylic acid